5,7-dihydroxy-2-(4-hydroxyphenyl)benzopyran-4-one OC1=CC(=CC2=C1C(C=C(O2)C2=CC=C(C=C2)O)=O)O